O=C1NC(CCC1N1C(C2=CC=C(C=C2C1=O)NCCC(=O)O)=O)=O 3-((2-(2,6-Dioxopiperidin-3-yl)-1,3-dioxoisoindolin-5-yl)amino)propionic acid